ClC1=C(C=CC2=C1NC(=N2)C)C2=CC1=C(N=C(N=C1)NC1=CC=C(C=C1)N1CCOCC1)N1C2=NN=C1 6-(7-chloro-2-methyl-1H-benzo[d]imidazol-6-yl)-N-(4-morpholinophenyl)-[1,2,4]triazolo[4',3':1,6]pyrido[2,3-d]pyrimidin-2-amine